COC(=O)C1=C(C(=NO1)[C@H]1CN(CC1)C(C1=C(C(=C(C=C1)OCC1=CC=C(C=C1)OC)OCC1=CC=C(C=C1)OC)F)=O)C methyl-(R)-3-(1-(2-fluoro-3,4-bis((4-methoxybenzyl)oxy)benzoyl)pyrrolidin-3-yl)isoxazole-5-carboxylic acid methyl ester